2-((1-methyl-3-(oxetan-3-yloxy)-1H-pyrazol-4-yl)amino)-7-((3S,4S)-3-methyltetrahydro-2H-pyran-4-yl)-7H-pyrrolo[2,3-d]pyrimidine-6-carbonitrile CN1N=C(C(=C1)NC=1N=CC2=C(N1)N(C(=C2)C#N)[C@@H]2[C@@H](COCC2)C)OC2COC2